FC=1C(=C(C=CC1)NC(=O)[C@H]1C(N(C[C@@H]1C1=NN(C(=C1)C(F)(F)F)C)C)=O)OC (3S,4R)-N-(3-fluoro-2-methoxy-phenyl)-1-methyl-4-[1-methyl-5-(trifluoromethyl)pyrazol-3-yl]-2-oxo-pyrrolidine-3-carboxamide